5-Hydroxy-icosanoic acid OC(CCCC(=O)O)CCCCCCCCCCCCCCC